FC1=C(C=CC(=C1)F)C(=O)N1C[C@]2(CC1)C=C(C(C(C2)(C)C)=O)C#N (5R)-2-(2,4-difluorobenzene-1-carbonyl)-9,9-dimethyl-8-oxo-2-azaspiro[4.5]dec-6-ene-7-carbonitrile